NCCNCCC[SiH](OC(C)(C)C)OC N-(β-aminoethyl)-γ-aminopropyl-trimethyl-dimethoxysilane